3,5-dimethyl-4-heptanone CC(CC)C(C(CC)C)=O